5-(chlorosulfonyl)-3-methylbenzo[b]Thiophene-2-carboxylic acid ethyl ester C(C)OC(=O)C1=C(C2=C(S1)C=CC(=C2)S(=O)(=O)Cl)C